FC=1C=C(C=CC1OC1=CC=C(C=C1)OC(F)(F)F)C1=NC=2N(C(NC(C2N1C)=O)=O)CC(C(F)(F)F)O 8-(3-fluoro-4-(4-(trifluoromethoxy)phenoxy)phenyl)-7-methyl-3-(3,3,3-trifluoro-2-hydroxypropyl)-3,7-dihydro-1H-purine-2,6-dione